2,4-bis(terphenyl-4-yl)-6-phenyl-1,3,5-triazine C1(=CC=C(C=C1)C1=NC(=NC(=N1)C1=CC=C(C=C1)C=1C(=CC=CC1)C1=CC=CC=C1)C1=CC=CC=C1)C=1C(=CC=CC1)C1=CC=CC=C1